1,1,1-trifluoro-3-hydroxypropan-2-yl 4-(9-bromo-3-fluoro-5,6-dihydroimidazo[1,2-a][1,8]naphthyridin-8-yl)piperidine-1-carboxylate BrC1=C(N=C2N1C=1N=CC(=CC1CC2)F)C2CCN(CC2)C(=O)OC(C(F)(F)F)CO